C(#N)C1=CC(=C(C=C1)CCCC(=O)O)NC(=O)[C@H]1[C@]2(C1)CCOC1=CC=C(C=C12)C(NC1CCC1)=O 4-[4-cyano-2-({[(2'R,4S)-6-(cyclobutylcarbamoyl)-2,3-dihydrospiro[chromen-4,1'-cyclopropane]-2'-yl]carbonyl}amino)phenyl]butanoic acid